FC1=C(C=C(C=C1)S(=O)(=O)C)C1=C(C=CC=C1)OCOC 2'-fluoro-2-(methoxymethyloxy)-5'-(methylsulfonyl)-[1,1'-biphenyl]